N-(4-methoxyphenyl)piperidine-4-carboxamide COC1=CC=C(C=C1)NC(=O)C1CCNCC1